1-Benzothiophene-5-carbonitrile S1C=CC2=C1C=CC(=C2)C#N